C(C)(C)(C)PC=1N(C2=CC=CC=C2C1)C1=CC=CC=C1 2-(tert-butylphosphino)-1-phenyl-1H-indole